FC(C1CCN(CC1)CCOC1CN(CC1)C=1C2=C(N=CN1)OC(=C2)C=2C(NC(NC2)=O)=O)(F)F 5-[4-[3-[2-[4-(trifluoromethyl)-1-piperidinyl]ethoxy]pyrrolidin-1-yl]furo[2,3-d]pyrimidin-6-yl]-1H-pyrimidine-2,4-dione